8-(4-((2-allyl-1-(6-(2-hydroxypropan-2-yl)pyridin-2-yl)-3-oxo-2,3-dihydro-1H-pyrazolo[3,4-d]pyrimidin-6-yl)amino)phenoxy)-N-hydroxyoctanamide C(C=C)N1N(C2=NC(=NC=C2C1=O)NC1=CC=C(OCCCCCCCC(=O)NO)C=C1)C1=NC(=CC=C1)C(C)(C)O